C1(CCCC1)C1=CC(=NN1)NC1=NC(=NC=C1)N1C2CC(C1)(C2)CNCC(C)(F)F N-(5-cyclopentyl-1H-pyrazol-3-yl)-2-[4-[(2,2-difluoropropylamino)methyl]-2-azabicyclo[2.1.1]hex-2-yl]pyrimidin-4-amine